N-(4-bromo-6,7-dihydro-5H-cyclopenta[d]pyridazin-1-yl)-1,3-benzothiazol-2-amine BrC=1C2=C(C(=NN1)NC=1SC3=C(N1)C=CC=C3)CCC2